methyl 4-[[3-fluoro-5-[2-methoxy-4-(trifluoromethoxy)phenoxy]pyridine-4-carbonyl]amino]-5-methylpyridine-2-carboxylate FC=1C=NC=C(C1C(=O)NC1=CC(=NC=C1C)C(=O)OC)OC1=C(C=C(C=C1)OC(F)(F)F)OC